Bis(n-butylcyclopentadienyl)zirconium (IV) dichloride [Cl-].[Cl-].C(CCC)C1(C=CC=C1)[Zr+2]C1(C=CC=C1)CCCC